[Br-].C(C)OC(C[Zn+])=O (2-ethoxy-2-oxoethyl)zinc(II) bromide